2-(1-palmitoylpyrrolidine-2-carboxamido)acetic acid C(CCCCCCCCCCCCCCC)(=O)N1C(CCC1)C(=O)NCC(=O)O